CON(C(=O)C1(COC1)C)C N-methoxy-N,3-dimethyl-oxetane-3-carboxamide